NC1=NC2=CC=C(C=C2C=C1CO)C(=O)N(C1COC2=C1C=CC(=C2)C(F)(F)F)C 2-amino-3-(hydroxymethyl)-N-methyl-N-(6-(trifluoromethyl)-2,3-dihydrobenzofuran-3-yl)quinoline-6-carboxamide